Methyl 2-[[4-[6-[(6-ethynyl-4-fluoro-3-pyridyl)methoxy]-2-pyridyl]-2,5-difluoro-phenyl]methyl]-3-[[(2S)-oxetan-2-yl]methyl]benzimidazole-5-carboxylate C(#C)C1=CC(=C(C=N1)COC1=CC=CC(=N1)C1=CC(=C(C=C1F)CC=1N(C2=C(N1)C=CC(=C2)C(=O)OC)C[C@H]2OCC2)F)F